C(C(C)C)NC(=O)C1=C(C=C(C=C1)C1=C(NC(=C1C1=C(C=C(C=C1)[N+](=O)[O-])C)C=C)C(=O)OC)OC methyl 3-(4-(isobutylcarbamoyl)-3-methoxyphenyl)-4-(2-methyl-4-nitro-phenyl)-5-vinyl-1H-pyrrole-2-carboxylate